(S)-2-(2-chloro-6-fluorobenzoylamino)-3-(4-(6'-(dimethylamino)-5'-fluoro-2'-oxospiro[cyclopropane-1,3'-indoline]-1'-yl)phenyl)propionic acid ClC1=C(C(=O)N[C@H](C(=O)O)CC2=CC=C(C=C2)N2C(C3(C4=CC(=C(C=C24)N(C)C)F)CC3)=O)C(=CC=C1)F